C(CCCCCCCCCCCCCCCCCCCCC)(=O)OCC(OC(CCCCCCCCCCCCCCCCCCCCC)=O)COC(CCCCCCCCCCCCCCCCCCCCC)=O glycerin tribehenate